1-allyl-2,3,4,5-tetramethylpyrazole C(C=C)N1N(C(C(=C1C)C)C)C